C1(CCCCC1)NC(C(=O)C1=CC(=C(C=C1)OCC(=O)NC1=CC(=CC=C1)C(C)C)OC)=O N-cyclohexyl-2-(4-(2-((3-isopropylphenyl)amino)-2-oxoethoxy)-3-methoxyphenyl)-2-oxoacetamide